1-(2,3-dihydro-1H-inden-2-yl)pyrrolidin C1C(CC2=CC=CC=C12)N1CCCC1